tert-butyl (2R,5S)-4-(7-(4-cyanopyridin-2-yl)-5-(difluoromethoxy)-7H-pyrrolo[2,3-d]pyrimidin-4-yl)-2,5-dimethylpiperazine-1-carboxylate C(#N)C1=CC(=NC=C1)N1C=C(C2=C1N=CN=C2N2C[C@H](N(C[C@@H]2C)C(=O)OC(C)(C)C)C)OC(F)F